pyrido[3,4-b]pyrazin-5(6H)-one N1=C2C(=NC=C1)C(NC=C2)=O